BrC=1N=C(SC1C)C(=O)N1C2CN(CC1CC2)CC2=C(N=C1N2C=CC=N1)C1=CC=C(C=C1)Cl (4-bromo-5-methyl-1,3-thiazol-2-yl)(3-{[2-(4-chlorophenyl)imidazo[1,2-a]pyrimidin-3-yl]methyl}-3,8-diazabicyclo[3.2.1]oct-8-yl)methanone